{2-[4-(difluoromethyl)phenyl]-2-oxoethyl}malonic acid dimethyl ester COC(C(C(=O)OC)CC(=O)C1=CC=C(C=C1)C(F)F)=O